S(C#N)C=1C(C2=CC=CC=C2C1)=O 2-thiocyano-1-indenone